tert-butyl (S)-(1-methyl-2-oxo-3-(prop-2-yn-1-yl)pyrrolidin-3-yl)carbamate CN1C([C@@](CC1)(CC#C)NC(OC(C)(C)C)=O)=O